C1(=CC=CC=C1)N(Cl)C1=CC=CC=C1 diphenyl-chloramine